6-(2-methyl-4-pyridinyl)-5-nitro-1-tetrahydropyran-4-yl-indazole CC1=NC=CC(=C1)C1=C(C=C2C=NN(C2=C1)C1CCOCC1)[N+](=O)[O-]